((3R,4S)-4-amino-7-bromo-3,8-difluorochroman-4-yl)methanol N[C@]1([C@H](COC2=C(C(=CC=C12)Br)F)F)CO